P1(OC(CCCCCCCO1)C1=C(C=C(C=C1)C(C)(C)C)C(C)(C)C)[O-] 2,4-di-tert-butylphenyl-octylene phosphite